C1(=CCCCCC1)C1=NN2C(N(C(=C(C2=O)N2CCNCC2)CC)CC(=O)N)=N1 2-(cyclohepta-1-en-1-yl)-5-ethyl-7-oxo-6-(piperazin-1-yl)-[1,2,4]triazolo[1,5-a]pyrimidin-4(7H)-acetamide